N-((6-((1,4-dioxan-2-yl)methoxy)-5-chloro-1H-indol-2-yl)methyl)-1-methylcyclopropane-1-carboxamide O1C(COCC1)COC1=C(C=C2C=C(NC2=C1)CNC(=O)C1(CC1)C)Cl